C(C)N1CCN(CC1)C1=CC=C(C=C1)NC1=NC=C(C(=N1)N1CCC2(CCNC2=O)CC1)C 8-(2-((4-(4-ethylpiperazin-1-yl)phenyl)amino)-5-methylpyrimidin-4-yl)-2,8-diazaspiro[4.5]decan-1-one